4-(5-ethylsulfonyl-2-propoxyphenyl)-2-methyl-6-(1-methylpyrazol-4-yl)isoquinolin-1-one C(C)S(=O)(=O)C=1C=CC(=C(C1)C1=CN(C(C2=CC=C(C=C12)C=1C=NN(C1)C)=O)C)OCCC